FC1(CN(CC[C@H]1NC1=NN2C(C(=N1)NC(C)C)=C(C=C2)C2=CC=C1C(=N2)N(C(=N1)C)CC(F)F)C)F (R)-N2-(3,3-Difluoro-1-methylpiperidin-4-yl)-5-(3-(2,2-difluoroethyl)-2-methyl-3H-imidazo[4,5-b]pyridin-5-yl)-N4-isopropylpyrrolo[2,1-f][1,2,4]triazine-2,4-diamine